FC([C@@]12CCN(C[C@H]2C1)C1=C(C(=O)NC2=NC(=NC=C2)N2CCC(CC2)(F)F)C(=CC(=C1)NS(=O)(=O)CCO)F)F 2-((1S,6R)-6-(difluoromethyl)-3-azabicyclo[4.1.0]heptan-3-yl)-N-(2-(4,4-difluoropiperidin-1-yl)pyrimidin-4-yl)-6-fluoro-4-((2-hydroxyethyl)sulfonamido)benzamide